F[P-](F)(F)(F)(F)F.C[N+](CC)(C)C N-Methylmethylmethylmethylmethylammonium hexafluorophosphate